8-chloro-1-[trans-4-(pyridin-2-yloxy)cyclohexyl]-5,6-dihydro-4H-[1,2,4]triazolo[4,3-a][1]benzazepin-5-yl 4,4-difluorocyclohexanecarboxylate FC1(CCC(CC1)C(=O)OC1CC=2N(C3=C(C1)C=C(C=C3)Cl)C(=NN2)[C@@H]2CC[C@H](CC2)OC2=NC=CC=C2)F